2-(3-{2-[(6,6-dimethylpiperidin-3-yl)amino]-5-(trifluoromethyl)pyrimidin-4-yl}-8-oxo-1H,4H,5H,6H,7H,8H-pyrrolo[2,3-c]azepin-7-yl)acetonitrile CC1(CCC(CN1)NC1=NC=C(C(=N1)C1=CNC=2C(N(CCCC21)CC#N)=O)C(F)(F)F)C